1-(3-chlorophenyl)ethylamine ClC=1C=C(C=CC1)C(C)N